ClC=1N=CC2=C(N1)N1C(=C(C2=O)[N+](=O)[O-])NC2=C1C=CC=C2 2-chloro-6-nitrobenzo[4',5']imidazo[1',2':1,6]pyrido[2,3-d]pyrimidin-5(7H)-one